Cl.Cl.N1CCC(CC1)CN1CCN(CC1)C=1C=C(C=CC1)N[C@H]1C(NC(CC1)=O)=O |r| (±)-3-((3-(4-(Piperidin-4-ylmethyl)piperazin-1-yl)phenyl)amino)piperidine-2,6-dione dihydrochloride